3-((6-(2,6-dichlorophenyl)-7-oxo-7H-pyrano[2,3-d]pyrimidin-2-yl)amino)-N-methylbenzamide ClC1=C(C(=CC=C1)Cl)C1=CC2=C(N=C(N=C2)NC=2C=C(C(=O)NC)C=CC2)OC1=O